(R)-3-(6-ethynyl-2-(hydroxymethyl)pyrimidin-4-yl)-10-methyl-9,10,11,12-tetrahydro-8H-[1,4]diazepino[5',6':4,5]thieno[3,2-f]quinolin C(#C)C1=CC(=NC(=N1)CO)C1=NC=2C=CC3=C(C2C=C1)C1=C(S3)CN[C@@H](CN1)C